tert-Butyl 4-(7-bromo-5-fluorobenzo[e][1,2,4]triazin-3-yl)piperidine-1-carboxylate BrC1=CC2=C(N=C(N=N2)C2CCN(CC2)C(=O)OC(C)(C)C)C(=C1)F